5-(1-tert-butyl-3-(3-(methoxymethyl)-1-methyl-1H-pyrazole-5-carboxamido)-1H-pyrazole-5-yl)tetrahydrofuran-3-yl-7-azabicyclo[2.2.1]heptane-7-carboxylate C(C)(C)(C)N1N=C(C=C1C1CC(CO1)OC(=O)N1C2CCC1CC2)NC(=O)C2=CC(=NN2C)COC